FC(C=CC(=O)O)F 4,4-DIFLUORO-BUT-2-ENOIC ACID